4-bromo-2,6-di-t-butylphenol BrC1=CC(=C(C(=C1)C(C)(C)C)O)C(C)(C)C